5-(2-Amino-2-oxoethyl)-2'-O-methyluridine CO[C@@H]1[C@@H]([C@H](O[C@H]1N2C=C(C(=O)NC2=O)CC(=O)N)CO)O